NC1=C(C=CC(=N1)NC(C)=O)C1=C(C(=CC(=C1)Cl)Cl)Cl N-(6-amino-5-(2,3,5-trichlorophenyl)pyridin-2-yl)acetamide